FC(C(=O)OCC)(C1=CC=2N(C=C1)C=CN2)F ethyl 2,2-difluoro-2-imidazo[1,2-a]pyridin-7-yl-acetate